2-(3,5-dichlorophenyl)-5-(1-isobutyl-1H-pyrazol-4-yl)-N4-(1,2,3,4-tetrahydroisoquinolin-7-yl)pyrimidine-2,4-diamine ClC=1C=C(C=C(C1)Cl)C1(NC=C(C(=N1)NC1=CC=C2CCNCC2=C1)C=1C=NN(C1)CC(C)C)N